4,4'-bis{biphenyl-4-yl-phenylamino}biphenyl C1(=CC=C(C=C1)N(C1=CC=C(C=C1)C1=CC=C(C=C1)N(C1=CC=CC=C1)C1=CC=C(C=C1)C1=CC=CC=C1)C1=CC=CC=C1)C1=CC=CC=C1